OCCN(CC(=O)[O-])C.[K+] potassium N-(2-hydroxyethyl)-N-methylglycinate